4-(3-(4-fluoro-2,6-dimethylphenoxy)-1-(1-methylazetidin-3-yl)-2-oxo-1,2-dihydropyridin-4-yl)-6-methyl-1,6-dihydro-7H-pyrrolo[2,3-c]pyridin-7-one FC1=CC(=C(OC=2C(N(C=CC2C=2C3=C(C(N(C2)C)=O)NC=C3)C3CN(C3)C)=O)C(=C1)C)C